5-bromo-3-[3-[[ethyl(methyl)sulfamoyl]amino]-2,5-difluoro-benzoyl]-1H-pyrrolo[2,3-b]pyridine BrC=1C=C2C(=NC1)NC=C2C(C2=C(C(=CC(=C2)F)NS(N(C)CC)(=O)=O)F)=O